Bis(2,6-dimethylphenyl)fluoroborane CC1=C(C(=CC=C1)C)B(F)C1=C(C=CC=C1C)C